Cl.C(C)OC(C[C@@H](C=1C=C(C=C(C1F)C)C1=C(C=CC=C1C)C)N)=O (S)-3-amino-3-(4-fluoro-2',5,6'-trimethyl-[1,1'-biphenyl]-3-yl)propionic acid ethyl ester hydrochloride